NC1=NC=NN2C1=C(C=C2C=2C=CC(=C(C(=O)N[C@@H]1CN(C[C@@H]1F)C(=O)C1=NC=CC=C1F)C2)Cl)C(F)(F)F 5-[4-amino-5-(trifluoromethyl)pyrrolo[2,1-f][1,2,4]triazin-7-yl]-2-chloro-N-[(3R,4S)-4-fluoro-1-(3-fluoropyridine-2-carbonyl)pyrrolidin-3-yl]benzamide